FC=1C=C(C(=NC1)C1(C=C(C(C(C1)(C)C)=O)C#N)OC)C=1C=NC(=NC1)C(F)(F)F 3-{5-fluoro-3-[2-(trifluoromethyl)pyrimidin-5-yl]pyridin-2-yl}-3-methoxy-5,5-dimethyl-6-oxocyclohex-1-ene-1-carbonitrile